tert-butyl (2S,4R)-2-((1H-1,2,3-triazol-1-yl)methyl)-4-(5-(2-(azetidin-1-yl)-5-cyanopyridin-3-yl)-1,3,4-oxadiazole-2-carboxamido)pyrrolidine-1-carboxylate N1(N=NC=C1)C[C@H]1N(C[C@@H](C1)NC(=O)C=1OC(=NN1)C=1C(=NC=C(C1)C#N)N1CCC1)C(=O)OC(C)(C)C